COC(=O)C=1C=NN2C1C(=CC=C2)B2OC(C(O2)(C)C)(C)C 4-(4,4,5,5-tetramethyl-1,3,2-dioxaborolan-2-yl)pyrazolo[1,5-a]Pyridine-3-carboxylic acid methyl ester